benzyl 3-[(tert-butoxy carbonyl) (cyclopropylmethyl)amino]pyrrolidine-1-carboxylate C(C)(C)(C)OC(=O)N(C1CN(CC1)C(=O)OCC1=CC=CC=C1)CC1CC1